tert-Butyl-1-(2,5-dioxo-2,5-dihydro-1H-pyrrol-1-yl)-2-oxo-6,9,12,15,18,21,24,27-octaoxa-3-azatriacontan-30-oat C(C)(C)(C)OC(CCOCCOCCOCCOCCOCCOCCOCCOCCNC(CN1C(C=CC1=O)=O)=O)=O